6-((4-(2-(4-chloro-2-fluorophenyl)-2-methylbenzo[d][1,3]dioxol-4-yl) piperidin-1-yl) methyl)-5-methylnicotinate ClC1=CC(=C(C=C1)C1(OC2=C(O1)C=CC=C2C2CCN(CC2)CC2=NC=C(C(=O)[O-])C=C2C)C)F